5-(methylamino)thiazole-4-carboxamide CNC1=C(N=CS1)C(=O)N